C(C)OC(=O)C=1C(NC(NC1C)=O)C1=CC=C(C=C1)OC(\C=C\C1=CC=CC=C1)=O (E)-ethyl-4-(4-(cinnamoyloxy)phenyl)-6-methyl-2-oxo-1,2,3,4-tetrahydropyrimidine-5-carboxylate